Methyl 7-fluoro-3,4-dihydro-2H-1,4-benzoxazine-8-carboxylate FC1=C(C2=C(NCCO2)C=C1)C(=O)OC